ClC1=C(N=C2N(C1=O)C=C(N=C2C2=C(C=C(C=C2)F)F)C2C[C@@H](OCC2)C=2C=NN(C2)C2CC2)C 3-chloro-7-((2R)-2-(1-cyclopropyl-1H-pyrazol-4-yl)tetrahydro-2H-pyran-4-yl)-9-(2,4-difluorophenyl)-2-methyl-4H-pyrazino[1,2-a]pyrimidin-4-one